N1N=C(C=C1)CC=1SC2=C(N(C=3C(N(N=CC32)CC3=NN(C=C3C(F)(F)F)C)=O)C)N1 2-((1H-pyrazol-3-yl)methyl)-4-methyl-6-((1-methyl-4-(trifluoromethyl)-1H-pyrazol-3-yl)methyl)-4H-thiazolo[5',4':4,5]pyrrolo[2,3-d]pyridazin-5(6H)-one